FC(C=1C=NN(C1)C1=CC=C(C=N1)C(=O)OC)(F)F methyl 6-[4-(trifluoromethyl)pyrazol-1-yl]pyridine-3-carboxylate